ethyl alpha-hydroxystearate OC(C(=O)OCC)CCCCCCCCCCCCCCCC